ClC=1C(=NC(=NC1)NC1=CC(=CC(=C1)CN1CC(NC2(CC2)C1)C)C1CC1)C1=CNC2=CC(=CC=C12)C 5-chloro-N-(3-cyclopropyl-5-((5-methyl-4,7-diazaspiro[2.5]octan-7-yl)methyl)phenyl)-4-(6-methyl-1H-indol-3-yl)pyrimidin-2-amine